CN(S(=O)(=O)NCC(CO[C@@H]1CC[C@@H](CC1)CCC)N1C(C(=CC(=C1)C)C)=O)C 1-{1-[(dimethyl-sulfamoyl)amino]-3-{[(CIS)-4-propylcyclohexyl]oxy}propan-2-yl}-3,5-dimethyl-1,2-dihydro-pyridin-2-one